(S,E)-((2-(1-ethylpyrrolidin-2-yl)vinyl)sulfonyl)((1,2,3,5,6,7-hexahydro-s-indacen-4-yl)carbamoyl)amide C(C)N1[C@@H](CCC1)/C=C/S(=O)(=O)[N-]C(NC1=C2CCCC2=CC=2CCCC12)=O